Cl.CC1NCCC2=C1SC=C2C(=O)NC2=CC(=CC=C2)C(F)(F)F 7-methyl-N-(3-(trifluoromethyl)phenyl)-4,5,6,7-tetrahydrothieno[2,3-c]pyridine-3-carboxamide hydrochloride